(2S)-2-[[(3R)-5-chloro-8-hydroxy-3-methyl-3,4-dihydro-1H-isochromene-7-carbonyl]amino]-3-phenylpropanoic acid ClC1=C2C[C@H](OCC2=C(C(=C1)C(=O)N[C@H](C(=O)O)CC1=CC=CC=C1)O)C